CP(OC=1C=C2C(=NC(=NC2=C(C1Br)F)C)NC(C)C1=C(C(=CC=C1)C(F)(F)F)C)([O-])([O-])C (7-bromo-8-fluoro-2-methyl-4-((1-(2-methyl-3-(trifluoromethyl) phenyl) ethyl) amino) quinazolin-6-yl) dimethylphosphite